6-amino-2-(3,5-dichloro-4-((2-methyl-2'-oxospiro[cyclopropane-1,3'-indolin]-5'-yl)oxy)phenyl)-1,2,4-triazine-3,5(2H,4H)-dione NC=1C(NC(N(N1)C1=CC(=C(C(=C1)Cl)OC=1C=C2C3(C(NC2=CC1)=O)C(C3)C)Cl)=O)=O